FC1=C(C=CC(=C1)F)C1=C(C=C2C(=NC(N3C2=C1SC[C@H](C3)OC)=O)N3CCNCC3)C(F)(F)F (3s)-11-(2,4-difluorophenyl)-3-methoxy-8-(piperazin-1-yl)-10-(trifluoromethyl)-3,4-dihydro-2H,6H-[1,4]thiazepino[2,3,4-ij]quinazolin-6-one